CP(=O)(C)C1=C(C=CC(=C1)OC(F)(F)F)NC1=NC(=NC=C1C(F)(F)F)N[C@@H]1CNCCC1 N4-[2-(dimethylphosphoryl)-4-(trifluoromethoxy)phenyl]-N2-[(3S)-piperidin-3-yl]-5-(trifluoromethyl)pyrimidine-2,4-diamine